COC1=C(C=C(C=C1)C1OCC(C1=O)(C)C)OCCCOC 2-(4-methoxy-3-(3-methoxypropoxy)phenyl)-4,4-dimethyldihydrofuran-3(2H)-one